3-[4-(4-Aminopiperidin-1-yl)-3-(3,5-difluorophenyl)chinolin-6-yl]-2-hydroxybenzonitril NC1CCN(CC1)C1=C(C=NC2=CC=C(C=C12)C=1C(=C(C#N)C=CC1)O)C1=CC(=CC(=C1)F)F